N-[(2S,3R,4S)-2-[(2,2'-difluoro-3'-methyl[1,1'-biphenyl]-3-yl)methyl]-4-fluoro-1-(oxetane-2-carbonyl)pyrrolidin-3-yl]cyclopropanesulfonamide FC1=C(C=CC=C1C[C@@H]1N(C[C@@H]([C@@H]1NS(=O)(=O)C1CC1)F)C(=O)C1OCC1)C1=C(C(=CC=C1)C)F